O1C2=C(OCC1)C=C(C=C2)C(=O)NC=2C=CC(=C(C2)NC(=O)C=2NC1=CC(=CC=C1C2)O)C N-(5-(2,3-Dihydrobenzo[b][1,4]dioxine-6-carboxamido)-2-methylphenyl)-6-hydroxy-1H-indole-2-carboxamide